FC1=C(C=C(C=C1C(F)(F)F)N1C[C@H](OCC1)C)[N+](=O)[O-] (2R)-4-[4-fluoro-3-nitro-5-(trifluoromethyl)phenyl]-2-methylmorpholine